2-[(rac-(5s,7s)-7-fluoro-5-phenyl-6,7-dihydro-5H-pyrrolo[1,2-b][1,2,4]triazol-2-yl)methoxy]acetonitrile F[C@H]1C[C@H](N2N=C(N=C21)COCC#N)C2=CC=CC=C2 |r|